7-Bromo-4-chloro-2-(pyridin-2-yl)thieno[3,2-d]pyrimidine BrC1=CSC2=C1N=C(N=C2Cl)C2=NC=CC=C2